ortho-nitrophenolate [N+](=O)([O-])C1=C(C=CC=C1)[O-]